(6Ar,10aR)-9-methyl-6-methylidene-3-[(E)-pent-2-enyl]-6a,7,8,10a-tetrahydrobenzo[c]chromen-1-ol CC1=C[C@@H]2[C@H](C(OC=3C=C(C=C(C23)O)C\C=C\CC)=C)CC1